BrC=1C(=NC(=CC1)C=1N=NN(C1COC1OCCCC1)C)C#N 3-bromo-6-(1-methyl-5-(((tetrahydro-2H-pyran-2-yl)oxy)methyl)-1H-1,2,3-triazol-4-yl)pyridinecarbonitrile